ClC1=C(C(=CC=C1)Cl)NC(=O)C=1C(=NC(=NC1)NC1=CC=C(C=C1)N1CCN(CC1)C)OCCCN(C)C N-(2,6-dichlorophenyl)-4-(3-(dimethylamino)propoxy)-2-((4-(4-methylpiperazin-1-yl)phenyl)amino)pyrimidine-5-carboxamide